[Cl-].[NH+]1=CC=C(C=C1)C gamma-picolinium chloride